C(C)(=O)O\N=C(/C=C/C1=CC(=CC=C1)Br)\C1=CC=CC=C1 (1E,2E)-3-(3-bromophenyl)-1-phenylprop-2-en-1-one O-acetyloxime